(R)-3-methyl-2-(7-(3-(3,4,5-trimethoxy-phenyl)-ureido)-dibenzofuran-2-sulfonylamino)-butyric acid CC([C@H](C(=O)O)NS(=O)(=O)C1=CC2=C(OC3=C2C=CC(=C3)NC(=O)NC3=CC(=C(C(=C3)OC)OC)OC)C=C1)C